4-bromo-1-(1-cyclohexyl-3-methoxypropyl)-5-methyl-1H-pyrazole BrC=1C=NN(C1C)C(CCOC)C1CCCCC1